C(C)(C)(C)OC(=O)N1C=C(C2=NC=C(C=C21)Br)F.C(C)(C)(C)OC(=O)NC=2C=C1C(=NC2)C(=CN1C(=O)OC(C)(C)C)F tert-butyl 6-[(tert-butoxycarbonyl)amino]-3-fluoropyrrolo[3,2-b]pyridine-1-carboxylate tert-Butyl-6-bromo-3-fluoropyrrolo[3,2-b]pyridine-1-carboxylate